C(C)(C)(C)NCC(COC1=CC(=C(C=C1)C)C)O (tert-butylamino)-3-(3,4-dimethylphenoxy)propan-2-ol